(3R,5R)-7-[2-(4-fluorophenyl)-5-isopropyl-3-phenyl-4-(phenylcarbamoyl)pyrrole-1-yl]-3,5-dihydroxyheptanoic acid FC1=CC=C(C=C1)C=1N(C(=C(C1C1=CC=CC=C1)C(NC1=CC=CC=C1)=O)C(C)C)CC[C@H](C[C@H](CC(=O)O)O)O